1-((2-ethyl-5-nitrophenyl)sulfonyl)azepane C(C)C1=C(C=C(C=C1)[N+](=O)[O-])S(=O)(=O)N1CCCCCC1